C(C)(=O)C1=NN(C2=CC=C(C=C12)C1=NC=C(C=C1)C)CC(=O)N1[C@@H]2C[C@@]2(C[C@H]1C(=O)NC1=NC(=CC=C1C)Br)C (1R,3S,5R)-2-(2-(3-acetyl-5-(5-methylpyridin-2-yl)-1H-indazol-1-yl)acetyl)-N-(6-bromo-3-methylpyridin-2-yl)-5-methyl-2-azabicyclo[3.1.0]hexane-3-carboxamide